CC=1N(C(N(C1)CC=1C=NN(C1)C(C)C)=O)C1=CC(=CC(=C1)C(F)(F)F)OC[C@H]1OCCC1 4-methyl-3-[3-{[(2S)-oxolan-2-yl]methoxy}-5-(trifluoromethyl)phenyl]-1-{[1-(propan-2-yl)-1H-pyrazol-4-yl]methyl}-1,3-dihydro-2H-imidazol-2-one